5-[4-[[[(1R)-3,3-dimethyl-cyclohexyl]amino]methyl]-2-fluoro-6-hydroxy-phenyl]-1,1-dioxo-1,2,5-thiadiazolidin-3-one CC1(C[C@@H](CCC1)NCC1=CC(=C(C(=C1)O)N1CC(NS1(=O)=O)=O)F)C